di-tert-pentoxysilane C(C)(C)(CC)O[SiH2]OC(C)(C)CC